2-(chloromethyl)-5-(4-fluorophenyl)pyridine ClCC1=NC=C(C=C1)C1=CC=C(C=C1)F